C(C)C1=C(C(=C(C(=C1CC)C)O)C)C 4,5-diethyl-2,3,6-trimethylphenol